2-cyclobutyl-N-((3R,4S)-3-((R)-2-methylmorpholino)chroman-4-yl)-1-((2-(trimethylsilyl)ethoxy)methyl)-1H-benzo[d]imidazol-4-amine C1(CCC1)C1=NC2=C(N1COCC[Si](C)(C)C)C=CC=C2N[C@@H]2[C@H](COC1=CC=CC=C21)N2C[C@H](OCC2)C